(R,S) or (S,S)-N'-((1,2,3,5,6,7-hexahydro-s-indacen-4-yl)carbamoyl)-4-(pyrrolidin-2-yl)benzenesulfonimidamide C1CCC2=C(C=3CCCC3C=C12)NC(=O)N=[S@](=O)(N)C1=CC=C(C=C1)[C@H]1NCCC1 |o1:16|